(S)-(5-(3-fluoropyridin-2-yl)-1,3,4-oxadiazol-2-yl)(4-(6-methylbenzo[d]oxazol-2-yl)-6,7-dihydro-1H-imidazo[4,5-c]pyridin-5(4H)-yl)methanone FC=1C(=NC=CC1)C1=NN=C(O1)C(=O)N1[C@@H](C2=C(CC1)NC=N2)C=2OC1=C(N2)C=CC(=C1)C